2-[1-(2,2-difluoroethyl)-1H-pyrazolo[3,4-d]pyrimidin-6-yl]-7-[2-(trifluoromethyl)pyridin-4-yl]-2,7-diazaspiro[4.4]nonane FC(CN1N=CC=2C1=NC(=NC2)N2CC1(CC2)CN(CC1)C1=CC(=NC=C1)C(F)(F)F)F